BrC1=CC=C(C=C1)[C@@H]1C[C@@H](N(S(N1)(=O)=O)C)C(=O)NC1=CC(=C(C=C1)F)Cl Cis-5-(4-Bromophenyl)-N-(3-chloro-4-fluorophenyl)-2-methyl-1,2,6-thiadiazinane-3-carboxamide 1,1-dioxide